tert-butyl (3-(3-bromo-4-(3,3-difluoropyrrolidin-1-yl)phenylsulfonimidoyl)cyclobutyl)carbamate BrC=1C=C(C=CC1N1CC(CC1)(F)F)S(=O)(=N)C1CC(C1)NC(OC(C)(C)C)=O